C[C@]12CC[C@@H](C[C@H]1CC[C@@H]3[C@@H]2CC[C@]4([C@H]3CCC4=O)C)O[C@H]5[C@@H]([C@H]([C@@H]([C@H](O5)C(=O)[O-])O)O)O The molecule is a monocarboxylic acid anion resulting from the removal of a proton from the carboxy group of etiocholanolone 3-glucuronide. It has a role as a human blood serum metabolite, a human urinary metabolite, a human xenobiotic metabolite and a marine xenobiotic metabolite. It is a carbohydrate acid derivative anion and a monocarboxylic acid anion. It is a conjugate base of an etiocholanolone 3-glucuronide.